2-[2-[[4-[[1-[[4-[(Z)-non-2-enoxy]-4-oxo-butyl]carbamoyl]-4-oxo-4-(tetradecylamino)butyl]amino]-4-oxo-butanoyl]amino]ethyldisulfanyl]ethylammonium C(\C=C/CCCCCC)OC(CCCNC(=O)C(CCC(NCCCCCCCCCCCCCC)=O)NC(CCC(=O)NCCSSCC[NH3+])=O)=O